2-chloro-4-{[(1r,3r)-3-amino-2,2,4,4-tetramethylcyclobutyl]oxy}benzene-1-carbonitrile ClC1=C(C=CC(=C1)OC1C(C(C1(C)C)N)(C)C)C#N